ISOEUGENOLACETAT C/C=C/C1=C(C(=C(C=C1)O)OC)OC(=O)C